6-bromo-2-(4-nitrophenyl)-[1,2,4]triazolo[1,5-a]pyridine BrC=1C=CC=2N(C1)N=C(N2)C2=CC=C(C=C2)[N+](=O)[O-]